C(C)N(CCC1=CNC2=C(C(=C(C=C12)F)F)F)C N-ethyl-N-methyl-2-(5,6,7-trifluoro-1H-indol-3-yl)ethane-1-amine